FC1=C(C(=CC=C1)F)C=1C(=NN2C1C=CC(=C2)C(=O)OC)C methyl 3-(2,6-difluorophenyl)-2-methylpyrazolo[1,5-a]pyridine-6-carboxylate